C(C=C)S(=O)(=O)NC1S(CCC1)(=O)=O N-(allylsulfonyl)aminotetrahydrothiophene-1,1-dioxide